4-(2-{[(3aR,5S,6aS)-octahydrocyclopenta[c]pyrrol-5-yl]amino}-5-(4-methylphenyl)pyrimidin-4-yl)benzonitrile C1NC[C@H]2[C@@H]1CC(C2)NC2=NC=C(C(=N2)C2=CC=C(C#N)C=C2)C2=CC=C(C=C2)C